2-(2-cyclopropylpyridin-3-yl)-2-((R)-3-(4-(5,6,7,8-tetrahydro-1,8-naphthyridin-2-yl)butoxy)pyrrolidin-1-yl)acetamide C1(CC1)C1=NC=CC=C1C(C(=O)N)N1C[C@@H](CC1)OCCCCC1=NC=2NCCCC2C=C1